N-[5-(2,4-difluorophenoxy)-4-(1-methyl-6-oxo-5-propan-2-ylpyridin-3-yl)pyrimidin-2-yl]ethanesulfonamide tert-butyl-(2-fluoro-4-(6-morpholinopyrazolo[1,5-a]pyrazin-4-yl)benzyl)carbamate C(C)(C)(C)N(C(O)=O)CC1=C(C=C(C=C1)C=1C=2N(C=C(N1)N1CCOCC1)N=CC2)F.FC2=C(OC=1C(=NC(=NC1)NS(=O)(=O)CC)C1=CN(C(C(=C1)C(C)C)=O)C)C=CC(=C2)F